CN1C(C=C(C(=C1)C=1C=NN(C1)C1=CC=CC=C1)C1=CC=CC=C1)=O 1-methyl-4-phenyl-5-(1-phenyl-1H-pyrazol-4-yl)pyridin-2(1H)-one